(2R,3R,4R,5R)-2-(acetoxymethyl)-5-(2-chloro-6-iodo-9H-purin-9-yl)tetrahydrofuran-3,4-diyldiacetate C(C)(=O)OC[C@@H]1O[C@H]([C@@H]([C@H]1CC(=O)[O-])CC(=O)[O-])N1C2=NC(=NC(=C2N=C1)I)Cl